OC[C@@H](CC1=NC=CC=N1)NC(=O)C=1C(=NN2C1C=C(C=C2)OCC2=NC=CC=C2)C (R)-N-[1-hydroxy-3-(pyrimidin-2-yl)prop-2-yl]-2-methyl-5-[(pyridin-2-yl)methoxy]pyrazolo[1,5-a]pyridine-3-carboxamide